methyl-vinyl-phenol CC=1C(=C(C=CC1)O)C=C